ClC=1C=C2C(=NC(=NC2=C(C1C1=CC(=CC2=CC=CC=C12)O)F)OC[C@H]1N(CCC1)C)N1C2CNCC1C2 4-(6-chloro-4-{3,6-diazabicyclo[3.1.1]hept-6-yl}-8-fluoro-2-{[(2S)-1-methylpyrrolidin-2-yl]methoxy}quinazolin-7-yl)naphthalene-2-ol